4-hydroxy-2-oxo-2,5-dihydro-3-furancarboxylic acid methyl ester sodium salt [Na].COC(=O)C=1C(OCC1O)=O